2H,2'H-1,1'-spirobi[naphthalene] C12(CC=CC3=CC=CC=C13)CC=CC1=CC=CC=C12